CC1=CC=CC(=N1)C1=NNC=C1 3-(6-methylpyridin-2-yl)-1H-pyrazole